COC=1C(=CC=2C(N3C(=NC2C1)/C(/CC3)=C/C3=CC=C(C=C3)C(F)(F)F)=O)OC (E)-6,7-dimethoxy-3-(4-(trifluoromethyl)benzylidene)-2,3-dihydropyrrolo[2,1-b]quinazolin-9(1H)-one